1-(3,4,5-trimethylphenyl)-1H-benzo[d]imidazole-4-carbonitrile CC=1C=C(C=C(C1C)C)N1C=NC2=C1C=CC=C2C#N